OC([C@@H](C1=CC=C(C=C1)OCC1(CCCC1)C)NC(OC(C)(C)C)=O)(C)C tert-butyl (R)-(2-hydroxy-2-methyl-1-(4-((1-methylcyclopentyl)methoxy)phenyl)propyl)carbamate